6-ethyl-5-isobutyl-3-[3-[2-[[2-[methyl(prop-2-enoyl)amino]acetyl]amino]ethyl]anilino]pyrazine-2-carboxamide C(C)C1=C(N=C(C(=N1)C(=O)N)NC1=CC(=CC=C1)CCNC(CN(C(C=C)=O)C)=O)CC(C)C